6-(2,6-difluoro-3,5-dimethoxyphenyl)-N-((3R,4S)-4-nitro-tetrahydrofuran-3-yl)pyrido[3,4-d]pyrimidin-2-amine FC1=C(C(=C(C=C1OC)OC)F)C1=CC2=C(N=C(N=C2)N[C@H]2COC[C@H]2[N+](=O)[O-])C=N1